C1(=CC=CC=C1)C(CN(C(C#C)=O)CC(N1C[C@@H](CC1)C1=CC=CC=C1)=O)C1=CC=CC=C1 N-(2,2-Diphenylethyl)-N-[2-oxo-2-[(3S)-3-phenylpyrrolidin-1-yl]ethyl]prop-2-ynamide